pyridin-3-ylmethyl 5-((1,2,3,5,6,7-hexahydro-s-indacen-4-yl)amino)-4H-1,2,4-triazole-3-carboxylate C1CCC2=C(C=3CCCC3C=C12)NC=1NC(=NN1)C(=O)OCC=1C=NC=CC1